P(O)(O)OCC(COP(O)O)(CO)CO pentaerythritol bis-phosphite